C[C@H]1CC[C@@H](N(C1)C(C(=O)NC=1C=C(C=NC1)C(=O)N)=O)C=1C=C2C(=NC1)C=NN2C |r| rac-5-{2-[(2R,5S)-5-Methyl-2-{1-methyl-1H-pyrazolo[4,3-b]pyridin-6-yl}piperidin-1-yl]-2-oxoacetamido}pyridine-3-carboxamide